1-(2-aminoethyl)piperidine nitrogen [N].NCCN1CCCCC1